cyclopropyl-N-({1-[4-(3-fluorophenoxy)-6-(trifluoromethyl)pyrimidin-2-yl]-3-hydroxypyrrolidin-3-yl}methyl)carbamic acid tert-butyl ester C(C)(C)(C)OC(N(CC1(CN(CC1)C1=NC(=CC(=N1)OC1=CC(=CC=C1)F)C(F)(F)F)O)C1CC1)=O